4-((3-fluoropyridin-2-yl)thio)-6-(6-(4-methyl-3-oxopiperazin-1-yl)pyridin-3-yl)pyrazolo[1,5-a]pyridine-3-carbonitrile FC=1C(=NC=CC1)SC=1C=2N(C=C(C1)C=1C=NC(=CC1)N1CC(N(CC1)C)=O)N=CC2C#N